[(6-deoxy-alpha-L-mannopyranosyl)oxy]-5-hydroxy-2-(4-methoxyphenyl)-8-(3-methylbut-2-en-1-yl)-4-oxo-4H-chromen-7-yl beta-D-glucopyranoside O([C@H]1[C@H](O)[C@@H](O)[C@H](O)[C@H](O1)CO)C1=CC(=C2C(C(=C(OC2=C1CC=C(C)C)C1=CC=C(C=C1)OC)O[C@H]1[C@H](O)[C@H](O)[C@@H](O)[C@@H](O1)C)=O)O